C(C)C1=NN(C2=NC(=NC(=C21)NCCCC2=CC=CC=C2)C2=CC=C(C(=O)OC)C=C2)C methyl 4-(3-ethyl-1-methyl-4-((3-phenylpropyl)amino)-1H-pyrazolo[3,4-d]pyrimidin-6-yl)benzoate